(4-(3-amino-1H-pyrazolo[4,3-c]pyridin-4-yl)benzyl)-5-fluoro-2-methoxybenzamide NC1=NNC2=C1C(=NC=C2)C2=CC=C(CC=1C(=C(C(=O)N)C=C(C1)F)OC)C=C2